C(C)(C)N1C(=NN=C1)C1=CC=CC(=N1)N1C(N(CC1)C1=CC(=C(C=C1)S(=O)(=O)C)N1CCCC1)=O 1-(6-(4-isopropyl-4H-1,2,4-triazol-3-yl)pyridin-2-yl)-3-(4-(methylsulfonyl)-3-(pyrrolidin-1-yl)phenyl)imidazolidin-2-one